[3,5-bis(trifluoromethyl)phenyl]Boric acid FC(C=1C=C(C=C(C1)C(F)(F)F)OB(O)O)(F)F